aminophosphoramidate NNP([O-])([O-])=O